C(C)(C)OC([C@H](C)N=P(=O)OC1=C(C=CC=C1)OC1=C(C(=C(C(=C1F)F)F)F)F)=O (S)-2-[(S)-(2,3,4,5,6-pentafluorophenoxy)-phenoxyphosphorylamino]propionic acid isopropyl ester